3-Amino-8-(2-methylpyridin-4-yl)-N-propylimidazo[1,2-a]pyridine-2-carboxamide NC1=C(N=C2N1C=CC=C2C2=CC(=NC=C2)C)C(=O)NCCC